1-(tetrahydro-2H-pyran-2-yl)-5-(4,4,5,5-tetramethyl-1,3,2-dioxaborolan-2-yl)-1H-indazole-3-carbaldehyde O1C(CCCC1)N1N=C(C2=CC(=CC=C12)B1OC(C(O1)(C)C)(C)C)C=O